hydroxyl-silanol O[SiH2]O